α-methacryloyloxy-γ-Butyrolactone C(C(=C)C)(=O)OC1C(=O)OCC1